tert-Butyl (1S,4s)-4-(5-(((1S,2R,3S,4R)-3-(((R)-3,3-dimethylbutan-2-yl)carbamoyl)bicyclo[2.2.1]heptan-2-yl)carbamoyl)-2-fluoro-4-methoxyphenoxy)-1-methylcyclohexane-1-carboxylate CC([C@@H](C)NC(=O)[C@@H]1[C@@H]([C@H]2CC[C@@H]1C2)NC(=O)C=2C(=CC(=C(OC1CCC(CC1)(C(=O)OC(C)(C)C)C)C2)F)OC)(C)C